ClC=1C=C(C(=NC1N1N=CC=N1)CC)NC(=O)C=1C=NN(C1C(F)(F)F)C1=CC=CC=2N1C=CN2 N-(5-Chloro-2-ethyl-6-(2H-1,2,3-triazol-2-yl)pyridin-3-yl)-1-(imidazo[1,2-a]-pyridin-5-yl)-5-(trifluoromethyl)-1H-pyrazol-4-carboxamid